FC1(CCN(CC1)S(=O)(=O)C=1N=NN(C1)C)C=1C(=CC=2N(C1)N=CN2)C 6-(4-fluoro-1-((1-methyl-1H-1,2,3-triazol-4-yl)sulfonyl)piperidin-4-yl)-7-methyl-[1,2,4]triazolo[1,5-a]pyridine